FC1=CC(=C(OC2=C(C(=O)NC3=CC(=CC=C3)S(N)(=O)=O)C=C(C=C2)C(F)(F)F)C=C1)OC 2-(4-fluoro-2-methoxyphenoxy)-N-(3-sulfamoylphenyl)-5-(trifluoromethyl)benzamide